O1CC(CCC1)N1N=CC=2C1=NC(=NC2)C#N 1-(tetrahydro-2H-pyran-3-yl)-1H-pyrazolo[3,4-d]pyrimidine-6-carbonitrile